NC1=C(C(=NN1C(C(F)(F)F)C)C1=CC=C(C=N1)C(C(=O)OC)=C)C#N Methyl 2-[6-[5-amino-4-cyano-1-(1,1,1-trifluoropropan-2-yl)pyrazol-3-yl]pyridin-3-yl]prop-2-enoate